C(C)(=O)OC1COC(C1)(CF)COCC1=CC=CC=C1 5-((benzyloxy)methyl)-5-(fluoromethyl)tetrahydrofuran-3-yl acetate